2,3,9-trimethoxy-10-[(trideuterio)-methoxy]-6,8,13,13a-tetrahydro-5H-isoquinolino[2,1-b]Isoquinoline COC=1C(=CC=2CCN3CC=4C(=C(C=CC4CC3C2C1)OC([2H])([2H])[2H])OC)OC